(E)-ammonium 4-(3-(2-(5-chloro-1H-indole-2-carbonyl)hydrazino)-3-oxoprop-1-en-1-yl)-1-methylpyridine ClC=1C=C2C=C(NC2=CC1)C(=O)NNC(C=CC1=CCN(C=C1)C)=O.[NH4+]